C(C)(CC)O[Al] mono(sec-butoxy)aluminum